[Na].C1(=CC=C(C=C1)S(=O)(=O)O)C1=CC=C(C=C1)S(=O)(=O)O [1,1'-biphenyl]-4,4'-disulfonic acid sodium